4-[5-bromo-2-[4-(trifluoromethoxy)phenyl]-1,2,4-triazol-3-yl]morpholine BrC=1N=C(N(N1)C1=CC=C(C=C1)OC(F)(F)F)N1CCOCC1